FC=1C=CC=NC1N1CCC(CC1)N1CCN(CC1)C 5-fluoro-6-(4-(4-methylpiperazin-1-yl)piperidin-1-yl)pyridin